FC(OC1=CC=CC2=C1[C@H]1N3C([C@H]([C@@H](S2)C(C)(C)O)C1)=NC1=C3C=C(C=C1)C=1C=NC(=NC1)C(C)C)F 2-{5-[(6R,7R,14S)-1-(difluoromethoxy)-6-(2-hydroxypropan-2-yl)-6,7-dihydro-14H-7,14-methanobenzimidazo[2,1-d][1,5]benzothiazocin-11-yl]pyrimidin-2-yl}propan